NCCNC(CC)=O propionic acid (2-aminoethyl)amide